OC=1C=C2C(C(NC2=CC1O)=O)=O 5,6-dihydroxyindolequinone